6-chloro-7-(2-cyclopropylphenyl)-4-{3,8-diazabicyclo[3.2.1]octan-3-yl}-8-fluoro-2-{[(2S)-1-methylpyrrolidin-2-yl]methoxy}quinazoline ClC=1C=C2C(=NC(=NC2=C(C1C1=C(C=CC=C1)C1CC1)F)OC[C@H]1N(CCC1)C)N1CC2CCC(C1)N2